ClC1=C(C=C(C=C1)Cl)N1CCN(CC1)CC(COC1=CC2=CC=C(C=C2C=C1)F)O 1-(4-(2,5-dichlorophenyl)piperazin-1-yl)-3-((6-fluoronaphthalen-2-yl)oxy)propan-2-ol